δ-Boc-lysine C(=O)(OC(C)(C)C)C(CC[C@H](N)C(=O)O)CN